6-((R)-1-(5-(2,5-dimethylpyridin-4-yl)-7-(2-((2R,3R)-3-hydroxy-2-methylazetidin-1-yl)ethyl)-1-oxo-3,4-dihydroisoquinolin-2(1H)-yl)ethyl)-4-ethoxynicotinonitrile CC1=NC=C(C(=C1)C1=C2CCN(C(C2=CC(=C1)CCN1[C@@H]([C@@H](C1)O)C)=O)[C@H](C)C1=NC=C(C#N)C(=C1)OCC)C